Nonyl-diethyl-diphenylamine C(CCCCCCCC)N(C1=C(C(=CC=C1)CC)CC)C1=CC=CC=C1